C(C)OC(=C)C1(C(N(CC1)C)=O)O 3-(1-Ethoxyvinyl)-3-hydroxy-1-methylpyrrolidin-2-one